tert-Butyl 3-(4-bromophenoxy)azetidine-1-carboxylate BrC1=CC=C(OC2CN(C2)C(=O)OC(C)(C)C)C=C1